OC=1C=C(C=CC1O)C=CC(=O)C1=CC=C(C=C1)NS(=O)(=O)C1=C(C=CC=C1)[N+](=O)[O-] N-[4-[3-(3,4-Dihydroxyphenyl)prop-2-enoyl]phenyl]-2-nitrobenzenesulfonamide